(5-amino-1-{6-[(2,6-difluorophenyl)oxy]-4-methylpyridin-3-yl}pyrazol-4-yl)[5-(azetidin-3-yl)-5,6,7,8-tetrahydro-1H-pyrrolo[2,3-g]quinolin-2-yl]methanone NC1=C(C=NN1C=1C=NC(=CC1C)OC1=C(C=CC=C1F)F)C(=O)C1=CC=2C(=CC=3CCCN(C3C2)C2CNC2)N1